2-hydroxymethyl-5-norbornene OCC1C2C=CC(C1)C2